(rac)-(2s,4s)-2-(6-(3-(trifluoromethyl)phenyl)-3-azabicyclo[4.1.0]heptane-3-carbonyl)-7-oxa-5-azaspiro[3.4]octan-6-one FC(C=1C=C(C=CC1)C12CCN(CC2C1)C(=O)C1CC2(C1)NC(OC2)=O)(F)F